azorubidium N(=N[Rb])[Rb]